BrC=1C=C(C(=NC1)C#N)C 5-bromo-3-methylpyridinenitrile